NC1=C(C=C(C=C1C1=CC=C(C=C1)OP(=O)(O)O)C1=CC=C(C=C1)Cl)C(N)=O 6'-amino-5'-carbamoyl-4''-chloro-[1,1':3',1''-terphenyl]-4-yldihydrogenphosphate